C12CN(CC(CC1)N2)C2=NC=C(C=N2)OC2=NC(=CC(=C2F)CN2CCC(CC2)CC(=O)O)C2=CC(=CC(=C2)Cl)Cl 2-(1-((2-((2-(3,8-diaza-bicyclo[3.2.1]octan-3-yl)pyrimidin-5-yl)oxy)-6-(3,5-dichlorophenyl)-3-fluoropyridin-4-yl)methyl)piperidin-4-yl)acetic acid